N-(bis(4-(tributylsilyl)phenyl)phosphaneyl)-N,1-diphenyl-1-(2-(trifluoromethyl)phenyl)phosphanamine C(CCC)[Si](C1=CC=C(C=C1)P(N(P(C1=C(C=CC=C1)C(F)(F)F)C1=CC=CC=C1)C1=CC=CC=C1)C1=CC=C(C=C1)[Si](CCCC)(CCCC)CCCC)(CCCC)CCCC